2-(4-vinylphenyl)-4,4-dimethyl-2-oxazoline C(=C)C1=CC=C(C=C1)C=1OCC(N1)(C)C